(2S)-3-(3-bromo-2-fluorophenyl)-2-(9H-fluoren-9-ylmethoxycarbonyl-amino)propionic acid BrC=1C(=C(C=CC1)C[C@@H](C(=O)O)NC(=O)OCC1C2=CC=CC=C2C=2C=CC=CC12)F